3-chloro-5-cyano-N-{6-methoxyspiro[3.3]heptan-2-yl}isoquinoline-1-carboxamide ClC=1N=C(C2=CC=CC(=C2C1)C#N)C(=O)NC1CC2(C1)CC(C2)OC